ethyl 4-cyano-5-(2,4,5-trifluoro-3-hydroxyphenyl)isoxazole-3-carboxylate C(#N)C=1C(=NOC1C1=C(C(=C(C(=C1)F)F)O)F)C(=O)OCC